methyl 2-(o-(2,5-dimethylphenoxymethylene)-phenyl)-3-methoxypropenoate CC1=C(OC=C2C(C=CC=C2)C(C(=O)OC)=COC)C=C(C=C1)C